((6-Chloro-7-methoxy-2-methyl-3-(3'-(pentafluoro-λ6-sulfaneyl)-[1,1'-biphenyl]-4-yl)quinolin-4-yl)oxy)methyl ethyl carbonate C(OCOC1=C(C(=NC2=CC(=C(C=C12)Cl)OC)C)C1=CC=C(C=C1)C1=CC(=CC=C1)S(F)(F)(F)(F)F)(OCC)=O